C1(CC1)S(=O)(=O)C1=C2C(C(=NN(C2=CC=C1)C1=CC=C(C=C1)OC(F)(F)F)C(=O)O)=O 5-cyclopropylsulfonyl-4-oxo-1-[4-(trifluoromethoxy)phenyl]cinnoline-3-carboxylic acid